NCC1=CC=C(C=C1)NC(=O)C1=CC2=C(OCCC3=C2C=CS3)C=C1C=1C(=NC(=CC1)C(NCCC)=O)C(=O)O 3-(9-((4-(aminomethyl)phenyl)carbamoyl)-4,5-dihydrobenzo[b]thieno[3,2-d]oxepin-8-yl)-6-(propylcarbamoyl)picolinic acid